NC1(CCN(CC1)C1=NC(=C2C(=N1)NN=C2C2=C(C1=C(N=C(S1)C)C=C2)Cl)C(=O)N)CC(F)F 6-(4-amino-4-(2,2-difluoroethyl)piperidine-1-yl)-3-(7-chloro-2-methylbenzo[d]thiazol-6-yl)-1H-pyrazolo[3,4-d]pyrimidine-4-carboxamide